C(C=C)SCCC1=CC(=CC=C1)[N+](=O)[O-] 2-allylthio-1-(3-nitrophenyl)ethane